COC(CCCCC(=O)O)=O adipoic acid monomethylester